BrC1=CC(=C(C=C1)N)OC 4-bromo-2-methoxy-phenylamine